(benzyloxy)-7-hydroxypyrazolo[1,5-a]pyrimidine-5-carboxylic acid ethyl ester C(C)OC(=O)C1=NC=2N(C(=C1)O)N=C(C2)OCC2=CC=CC=C2